C(C)C1=NC=CC=C1C1=CC=2C(=CN=C(C2)NC(=O)[C@H]2[C@H](C2)F)N1C (1S,2S)-N-[2-(2-ethylpyridin-3-yl)-1-methylpyrrolo[2,3-c]pyridin-5-yl]-2-fluorocyclopropane-1-carboxamide